ethyl(tripropyl)silane C(C)[Si](CCC)(CCC)CCC